C(C1=CC=CC=C1)N1C[C@H]([C@@H](C1)C1=CC=CC=C1)[N+](=O)[O-] |r| (±)-trans-1-benzyl-3-nitro-4-phenylpyrrolidine